N-[4-fluoro-5-(6-fluoropyridin-2-yl)-2-[rac-(3R)-3,4-dimethylpiperazin-1-yl]phenyl]-6-oxo-4-(trifluoromethyl)-1H-pyridine-3-carboxamide FC1=CC(=C(C=C1C1=NC(=CC=C1)F)NC(=O)C1=CNC(C=C1C(F)(F)F)=O)N1C[C@H](N(CC1)C)C |r|